C(C)(C)(C)C=1C=C(C=C(C1O)C(C)(C)C)CCC(=O)OCC(COC(CCC1=CC(=C(C(=C1)C(C)(C)C)O)C(C)(C)C)=O)(COC(CCC1=CC(=C(C(=C1)C(C)(C)C)O)C(C)(C)C)=O)COC(CCC1=CC(=C(C(=C1)C(C)(C)C)O)C(C)(C)C)=O [3-[3-(3,5-di-t-butyl-4-hydroxyphenyl) propanoyloxy]-2,2-bis[3-(3,5-di-t-butyl-4-hydroxyphenyl) propanoyloxymethyl]propyl]3-(3,5-di-t-butyl-4-hydroxyphenyl)propanoate